2-((1S*,2S*)-2-(4-methylpyrimidin-2-yl)cyclopropyl)quinolin tert-butyl-(1R,2R,4S,5S)-9-(2-phenylpropan-2-yl)-7,9-diazatricyclo[3.3.1.02,4]nonane-7-carboxylate C(C)(C)(C)OC(=O)N1C[C@@H]2[C@H]3C[C@H]3[C@H](C1)N2C(C)(C)C2=CC=CC=C2.CC2=NC(=NC=C2)[C@@H]2[C@H](C2)C2=NC1=CC=CC=C1C=C2 |o1:32,33|